BrC=1C=C2C(=CC=NC2=CC1)NC=1C=C(C=C(C1)OC)C1=CC(N(C=C1)C)=O 4-(3-((6-Bromoquinolin-4-yl)amino)-5-methoxyphenyl)-1-methylpyridin-2(1H)-one